4-bromo-1-(bromomethyl)-2-(trifluoromethyl)benzene BrC1=CC(=C(C=C1)CBr)C(F)(F)F